C(C=C)[C@]1(C(N([C@@H]([C@H](C1)C1=CC(=CC=C1)Cl)C1=CC=C(C=C1)Cl)CCCCC1[C@H](C1)S(=O)(=O)NC)=O)CCO (S)-2-(((3R,5R,6S)-3-Allyl-5-(3-chlorophenyl)-6-(4-chlorophenyl)-3-(2-hydroxyethyl)-2-oxopiperidin-1-yl)butyl)-N-methylcyclopropanesulfonamide